NC=1C2=C(N=CN1)N(C(=C2C2=CC=C(C(=O)N(CC1COCC1)C)C=C2)C2=CC=C(C=C2)NC(C(=C)C)=O)C 4-(4-amino-6-(4-methacrylamido-phenyl)-7-methyl-7H-pyrrolo[2,3-d]pyrimidin-5-yl)-N-methyl-N-((tetrahydrofuran-3-yl)methyl)benzamide